CC=1OC=CC1S(=O)(=O)N1CCC2(CCC(C2)N2CC3(COC3)C2)CC1 6-(8-((2-methylfuran-3-yl)sulfonyl)-8-azaspiro[4.5]dec-2-yl)-2-oxa-6-azaspiro[3.3]heptane